[Sn].[Cu].[Pd] palladium-copper-tin